N-[3-(difluoromethyl)-1-(3-formylcyclobutyl)pyrazol-4-yl]-5-[(1R,4R)-2-oxa-5-azabicyclo[2.2.1]hept-5-yl]pyrazolo[1,5-a]pyrimidine-3-carboxamide FC(C1=NN(C=C1NC(=O)C=1C=NN2C1N=C(C=C2)N2[C@H]1CO[C@@H](C2)C1)C1CC(C1)C=O)F